(R)-9-[2-(stearoyloxymethyl)-4-(L-valyloxy)butyl]guanine C(CCCCCCCCCCCCCCCCC)(=O)OC[C@@H](CN1C=2N=C(NC(C2N=C1)=O)N)CCOC([C@@H](N)C(C)C)=O